ClC1=C(C=C(C=C1)C1=CN(C(C=C1)=O)C(C)C)CC(C(=O)NC1=CC=C(C=C1)C=1N(N=CN1)C)NC(OC(C)(C)C)=O tert-butyl N-[1-[[2-chloro-5-(1-isopropyl-6-oxo-3-pyridyl)phenyl]methyl]-2-[4-(2-methyl-1,2,4-triazol-3-yl)anilino]-2-oxo-ethyl]carbamate